COC(=O)C1=C(NC=2C[C@H](CC(C2[C@@H]1C1=C(C=CC=C1)O)=O)C1=C(C=CC=C1)OC)C (4S,7R)-4-(2-hydroxyphenyl)-7-(2-methoxyphenyl)-2-methyl-5-oxo-1,4,5,6,7,8-hexahydroquinoline-3-carboxylic acid methyl ester